7-chloro-8-fluoro-5-(methylamino)-2-(methylthio)pyrido[4,3-d]pyrimidin-4(3H)-one ClC1=C(C=2N=C(NC(C2C(=N1)NC)=O)SC)F